NC1CCC(CC1)S(=O)(=O)C=1C=C(CN2CCC(CC2)C2=CC=C3C(=NN(C3=C2)C)N2C(NC(CC2)=O)=O)C=CC1 1-(6-(1-(3-(((1s,4s)-4-Aminocyclohexyl)sulfonyl)benzyl)piperidin-4-yl)-1-methyl-1H-indazol-3-yl)dihydropyrimidine-2,4(1H,3H)-dione